N-((6-(6-oxohexahydropyrrolo[1,2-a]pyrazin-2(1H)-yl)pyridin-2-yl)sulfonyl)cyclopropanecarboxamide O=C1CCC2N1CCN(C2)C2=CC=CC(=N2)S(=O)(=O)NC(=O)C2CC2